C(C1=CC=CC=C1)N(C(=O)C12CC(C1)(C2)F)CC2=CC=CC=C2 N,N-dibenzyl-3-fluoro-bicyclo[1.1.1]pentane-1-carboxamide